Cl.C(CCCCCCCCCCC)N(CCCCCCCCCCCC)CCCCCCCCCCCC trilauryl-amine hydrochloride